BrC=1C=CC=C2C(=CN(C12)C)C(C(F)(F)F)=O 1-(7-Bromo-1-methyl-1H-indol-3-yl)-2,2,2-trifluoroethane-1-one